ClC1=CC2=C(N=N1)N(C(N2C)=O)C 3-chloro-5,7-dimethyl-imidazo[4,5-c]pyridazin-6-one